BrC1=CC(=C(C=C1C)N1C(C=2N(CC1)N=CC2C)=O)F 5-(4-bromo-2-fluoro-5-methylphenyl)-3-methyl-6,7-dihydropyrazolo[1,5-a]pyrazin-4(5H)-one